6-Fluoro-3-(3-fluorophenyl)-2-(1-(4-methoxyphenylamino)ethyl)-4H-chromen-4-one FC=1C=C2C(C(=C(OC2=CC1)C(C)NC1=CC=C(C=C1)OC)C1=CC(=CC=C1)F)=O